(S)-2-amino-N-((R)-3-(4-chlorobenzyl)-1-((4-nitrophenyl)sulfonyl)piperidin-3-yl)-3-hydroxy-N-methylpropanamide N[C@H](C(=O)N(C)[C@@]1(CN(CCC1)S(=O)(=O)C1=CC=C(C=C1)[N+](=O)[O-])CC1=CC=C(C=C1)Cl)CO